N1C=C(C2=CC=CC=C12)CC(CCCC)NC(=O)C1=CC2=C(S1)C=C(C(=C2)F)N2CCN(CC2)C N-(1-(1H-indol-3-yl)hexan-2-yl)-5-fluoro-6-(4-methylpiperazin-1-yl)benzo[b]thiophene-2-Carboxamide